decyltriiodosilane C(CCCCCCCCC)[Si](I)(I)I